COCCN(CC[C@@H](C(=O)O)NC1=NC=NC(=C1)C(F)(F)F)CCCCC1=NC=2NCCCC2C=C1 (S)-4-((2-methoxyethyl)(4-(5,6,7,8-tetrahydro-1,8-naphthyridin-2-yl)butyl)amino)-2-((6-(trifluoromethyl)pyrimidin-4-yl)amino)butanoic acid